S1C(=NC=C1)C(C)=O 1-thiazol-2-yl-ethanone